4-methoxy-3-(5-(2-((2-(trimethylsilyl)ethoxy)methyl)-2H-tetrazol-5-yl)pyridin-3-yl)phenyl cyclohexylcarbamate C1(CCCCC1)NC(OC1=CC(=C(C=C1)OC)C=1C=NC=C(C1)C=1N=NN(N1)COCC[Si](C)(C)C)=O